N1=C(C(=CC=C1)C)C 2,3-lutidine